2-bromo-1-(3,4-dichlorophenyl)ethan-1-one BrCC(=O)C1=CC(=C(C=C1)Cl)Cl